C(CCC)=O r-n-butanal